O[C@@H](CNC1=NN=C(C(N1C)=O)C1=C(C2=C(SC=C2)C=C1)O)CO (S)-3-((2,3-dihydroxypropyl)amino)-6-(4-hydroxybenzo[b]thiophen-5-yl)-4-methyl-1,2,4-triazine-5(4H)-one